C1(=CC=C(C=C1)CC=O)C 2-(p-tolyl)ethan-1-one